1-isopropyl-3-(4-(isopropylthio)phenyl)-5-methyl-pyrazol-4-ol C(C)(C)N1N=C(C(=C1C)O)C1=CC=C(C=C1)SC(C)C